3H-imidazo[4,5-b]pyridine-3-carboxamide N1=CN(C2=NC=CC=C21)C(=O)N